2-allyl-1-(6-(3-hydroxyoxetan-3-yl)pyridine-2-yl)-6-((4-(8-methyl-3,8-diazabicyclo[3.2.1]oct-3-yl)phenyl)amino)-1,2-dihydro-3H-pyrazolo[3,4-d]pyrimidin-3-one C(C=C)N1N(C2=NC(=NC=C2C1=O)NC1=CC=C(C=C1)N1CC2CCC(C1)N2C)C2=NC(=CC=C2)C2(COC2)O